2-(7-((2S,5R)-4-(2-(4-fluorophenyl)propan-2-yl)-2,5-dimethylpiperazin-1-yl)-4-methyl-5-oxo-4,5-dihydro-2H-pyrazolo[4,3-b]pyridin-2-yl)acetonitrile FC1=CC=C(C=C1)C(C)(C)N1C[C@@H](N(C[C@H]1C)C=1C=2C(N(C(C1)=O)C)=CN(N2)CC#N)C